[N+](=O)([O-])C1=CC=C(C=C1)S(=O)(=O)ON=C(C#N)C1=CC=CC=C1 α-(4-nitrobenzenesulfonyloxyimino)-phenylacetonitrile